Cl.FC(CN1C(CNCC1)=O)(F)F 1-(2,2,2-Trifluoro-ethyl)-piperazin-2-one hydrochloride